methyl-[piperazin-1-yl](6-methoxy-3-methyl-pyridin-2-yl)methanone CC1=C(C(=NC(=C1)OC)C(=O)N1CCNCC1)C